CN(C)N1N=NC2=NC=CC=C21 (dimethylamino)-1H-1,2,3-triazolo-[4,5-b]pyridin